C1C(CN(NN1CCO)CCO)CCO 1,3,5-tris(2-hydroxyethyl)-hexahydrotriazine